(R)-2-(trifluoromethyl)-azetidinyl-2λ2-azabicyclo[1.1.1]pentane FC([C@@H]1N(CC1)C12[N]C(C1)C2)(F)F